BrC1=C(C=CC(=C1C)[N+](=O)[O-])F 2-bromo-1-fluoro-3-methyl-4-nitrobenzene